BrC=1C=C2CCC(C2=C(C1)F)N[S@@](=O)C(C)(C)C (S)-N-(5-bromo-7-fluoro-2,3-dihydro-1H-inden-1-yl)-2-methylpropane-2-sulfinamide